N-(2-methyl-6-nitro-phenyl)-2-(1-methylpyrazolo[3,4-C]pyridin-4-yl)pyrimidin-5-amine CC1=C(C(=CC=C1)[N+](=O)[O-])NC=1C=NC(=NC1)C1=C2C(=CN=C1)N(N=C2)C